C(C)OC(C(C1=NC2=CC(=NC=C2C=C1)NC1=C(C=C(C=C1)N1N=C(C=C1)CO)F)C1CCN(CC1)C(=O)OC(C)(C)C)=O tert-butyl 4-[2-ethoxy-1-[7-([2-fluoro-4-[3-(hydroxymethyl)pyrazol-1-yl]phenyl]amino)-1,6-naphthyridin-2-yl]-2-oxoethyl]piperidine-1-carboxylate